C1(CCCCC1)C1C(NCCC1)=O 3-cyclohexylpiperidin-2-one